C(C1=CC=CC=C1)OC(=O)N1[C@@H](CC(C1)O)C(=O)O N-(benzyloxycarbonyl)-4-hydroxyproline